C(N)(OC1=C(C(=CC=C1)C)C)=O carbamic acid, methyl-3-methylphenyl ester